FC=1C=CC(=C(C(=O)NC2=CC=C(C=C2)C(\C=C\C2=CC=C(C=C2)N(C)CCO)=O)C1)C(F)(F)F 5-Fluoro-N-[4-[(E)-3-[4-[2-hydroxyethyl(methyl)amino]phenyl]prop-2-enoyl]phenyl]-2-(trifluoromethyl)benzamide